5-phenyl-5-(pyrrolidin-1-yl)-4,5,6,7-tetrahydrobenzothiophene-2-carboxylic acid C1(=CC=CC=C1)C1(CCC2=C(C=C(S2)C(=O)O)C1)N1CCCC1